(thiazolo[5,4-c]pyridin-4-yl)-2,6-diazaspiro[3.4]octane-8-carboxamide N1=CSC=2C(=NC=CC21)C2NCC21CNCC1C(=O)N